3-[1-(2,2-Dimethylpropanoyl)-5-{[(4-fluorophenyl)methyl]amino}-4-methoxy-1H-pyrazol-3-yl]-1-[2-(morpholin-4-yl)acetyl]pyrrolidin CC(C(=O)N1N=C(C(=C1NCC1=CC=C(C=C1)F)OC)C1CN(CC1)C(CN1CCOCC1)=O)(C)C